C(C1CO1)OC=CCCCCCCCCCC dodecenyl glycidyl ether